bipyridine-5,5'-diamine N1=C(C=CC(=C1)N)C1=NC=C(C=C1)N